2,4-diamino-5-(2-chloro-5-fluorophenyl)-6-(4-methoxybenzyl)-5,6-dihydro-7H-pyrrolo[3,4-b]pyridin-7-one NC1=CC(=C2C(=N1)C(N(C2C2=C(C=CC(=C2)F)Cl)CC2=CC=C(C=C2)OC)=O)N